FC(SC1=C(N)C=CC=C1)(F)F 2-((trifluoromethyl)thio)aniline